2-mercapto-5-methoxybenzimidazole chloride salt [Cl-].SC=1NC2=C(N1)C=CC(=C2)OC